C(#N)/C(/C(=O)N(CC)CC)=C\C1=CC(=C(C(=C1)[N+](=O)[O-])O)O (E)-2-cyano-3-(3,4-dihydroxy-5-nitrophenyl)-N,N-diethylacrylamide